(1S,3S)-3-((6-(5-((((3-fluoropropoxy)carbonyl)amino)methyl)-1-methyl-1H-1,2,3-triazol-4-yl)-2-methylpyridin-3-yl)oxy)cyclohexane-1-carboxylic acid FCCCOC(=O)NCC1=C(N=NN1C)C1=CC=C(C(=N1)C)O[C@@H]1C[C@H](CCC1)C(=O)O